5-chloro-2-{[(oxan-4-yl)amino]methyl}-7,8-dihydro-6H-spiro[[1,3]oxazolo[5,4-f]quinazoline-9,1'-cyclohexane]-7-one ClC=1C=C2C(=C3C1NC(NC31CCCCC1)=O)OC(=N2)CNC2CCOCC2